(5-((4'-(tert-Butyl)-[1,1'-biphenyl]-3-yl)(methyl)amino)-[1,2,4]triazolo[4,3-a]quinazolin-8-yl)methanol C(C)(C)(C)C1=CC=C(C=C1)C1=CC(=CC=C1)N(C1=NC=2N(C3=CC(=CC=C13)CO)C=NN2)C